[C@H]12CN(C[C@H](CC1)N2)C=2C1=C(N=C(N2)OC[C@H]2N(CCC2)C)CN(CC1)C1=NC(=CC2=CC=CC=C12)N 1-(4-((1R,5S)-3,8-diazabicyclo[3.2.1]octan-3-yl)-2-(((S)-1-methylpyrrolidin-2-yl)methoxy)-5,8-dihydropyrido[3,4-d]pyrimidin-7(6H)-yl)isoquinolin-3-amine